The molecule is an organosulfur heterocyclic compound and an oxacycle that is 1,3-oxathiane substituted by a methyl group at position 2 and a propyl group at position 4 respectively. It has a role as a metabolite. It is an organosulfur heterocyclic compound and an oxacycle. CCCC1CCOC(S1)C